FC1(CC(C1)O)CN1CCN(CC1)C1=C(C=C(C=C1)[N+](=O)[O-])F 3-fluoro-3-[[4-(2-fluoro-4-nitro-phenyl)piperazin-1-yl]methyl]cyclobutanol